4-(1-(4-methyl-3-(5-(tetrahydrofuran-3-yl)-4H-1,2,4-triazol-3-yl)benzoyl)piperidin-4-yl)benzonitrile CC1=C(C=C(C(=O)N2CCC(CC2)C2=CC=C(C#N)C=C2)C=C1)C1=NN=C(N1)C1COCC1